(2S,5R)-6-((S)-2-ethoxy-1-fluoro-2-oxoethoxy)-3-methyl-7-oxo-1,6-diazabicyclo[3.2.1]oct-3-ene-2-carboxamide C(C)OC([C@@H](ON1[C@@H]2C=C([C@H](N(C1=O)C2)C(=O)N)C)F)=O